C(C)OCCOCCOC1=CC=C(C=C1)CCC[C@H](C(=O)OC)OS(=O)(=O)C methyl (2R)-5-{4-[2-(2-ethoxyethoxy)ethoxy]phenyl}-2-[(methanesulfonyl)oxy]pentanoate